C1(CC1)C=1C=NN2C1N=C(N=C2NCC2=NC1=C(N2)C=CC=C1F)N1C[C@H](N[C@H](C1)C)C 8-cyclopropyl-2-[(3R,5S)-3,5-dimethylpiperazin-1-yl]-N-[(4-fluoro-1H-benzimidazol-2-yl)methyl]pyrazolo[1,5-a][1,3,5]triazin-4-amine